N-(4-acetyl-5-methylthiazol-2-yl)-2-methylbenzamide C(C)(=O)C=1N=C(SC1C)NC(C1=C(C=CC=C1)C)=O